OC1=NC=NC2=C1N=C(N=C2)C=2CCN(CC2)C(=O)OC(C)(C)C tert-butyl 4-{8-hydroxy-[1,3]diazino[5,4-d]pyrimidin-2-yl}-1,2,3,6-tetrahydropyridine-1-carboxylate